1-(2-chloro-pyridin-4-yl)-5-trifluoromethyl-1H-pyrazole-4-carboxylic acid ClC1=NC=CC(=C1)N1N=CC(=C1C(F)(F)F)C(=O)O